Zinc Sulphate monohydrate O.S(=O)(=O)([O-])[O-].[Zn+2]